N-(Pyridin-2-ylmethyl)quinolin-4-amine N1=C(C=CC=C1)CNC1=CC=NC2=CC=CC=C12